C1=CC=C2C(NC=3C=C4C(=C1C23)C=CC=C4)=O dibenzo[cd,f]indol-4(5H)-one